C1(CCCC1)N1C(N(C=2C=NC(=CC21)NC2=C(C=CC=C2)[N+](=O)[O-])C)=O 1-Cyclopentyl-3-methyl-6-(2-nitrophenylamino)-1,3-dihydro-2H-imidazo[4,5-c]pyridin-2-one